(1-(4-chlorophenyl)-3-(4-methylbenzyl)-2,5-dioxoimidazolin-4-yl)-N-(3-(hydroxylamino)-3-oxopropyl)propionamide ClC1=CC=C(C=C1)N1C(N(C(C1=O)C(C(=O)NCCC(=O)NO)C)CC1=CC=C(C=C1)C)=O